(benzyloxy)-1-(4-fluorophenyl)-2-(tetrahydro-2H-pyran-4-yl)-1H-indole-3-carbonitrile C(C1=CC=CC=C1)OC1=C2C(=C(N(C2=CC=C1)C1=CC=C(C=C1)F)C1CCOCC1)C#N